FC=1C=CC(=C(C(=O)NC=2SC=CN2)C1)NS(=O)(=O)C1=CC=C(C=C1)C 5-fluoro-2-((4-methylphenyl)sulfonamido)-N-(thiazol-2-yl)benzamide